(1S,2S)-N-[8-amino-6-(1-methylpyrazol-4-yl)-2,7-naphthyridin-3-yl]2-fluoro-cyclopropanecarboxamide NC=1N=C(C=C2C=C(N=CC12)NC(=O)[C@H]1[C@H](C1)F)C=1C=NN(C1)C